2-bromo-N-(2-methoxy-4-(trifluoromethyl)phenyl)acetamide BrCC(=O)NC1=C(C=C(C=C1)C(F)(F)F)OC